OCCNCC(=O)C1=CNC2=NC=CC=C21 2-((2-hydroxyethyl)amino)-1-(1H-pyrrolo[2,3-b]pyridin-3-yl)ethan-1-one